1-methoxynaphthalene-2-carbaldehyde COC1=C(C=CC2=CC=CC=C12)C=O